CN(C)B(I)N(C)C bis(dimethylamino)iodoborane